methyl 4-[[5-fluoro-4-[4-[(2-fluorophenyl)carbamoyl]anilino]pyrimidin-2-yl]amino]benzoate FC=1C(=NC(=NC1)NC1=CC=C(C(=O)OC)C=C1)NC1=CC=C(C=C1)C(NC1=C(C=CC=C1)F)=O